N-2-hydroxypropyl-(methacrylamide) OC(CNC(C(=C)C)=O)C